NC([C@H](C[C@H]1C(NCCC1)=O)NC([C@H](CC1CC1)NC(=O)C=1NC2=C(C=CC(=C2C1)OC)Br)=O)=O N-((S)-1-(((S)-1-amino-1-oxo-3-((S)-2-oxopiperidin-3-yl)propan-2-yl)amino)-3-cyclopropyl-1-oxopropan-2-yl)-7-bromo-4-methoxy-1H-indole-2-carboxamide